C(C)(C)SC1=C(N=C(S1)N1N=C(C(=C1C(=O)O)C=1C=NN(C1)C)C)C1=CC=CC=C1 1-(5-(isopropylsulfanyl)-4-phenylthiazol-2-yl)-1',3-dimethyl-1h,1'h-[4,4'-bipyrazole]-5-carboxylic acid